2-[1-(2-chloro-1,3-thiazol-4-yl)-1H-pyrazol-4-yl]-N-(5-cyclopropyl-1H-pyrazol-3-yl)acetamide ClC=1SC=C(N1)N1N=CC(=C1)CC(=O)NC1=NNC(=C1)C1CC1